C1(CC1)CN([C@@H]1CC[C@H](CC1)N)C1=CC=CC=C1 trans-N4-(Cyclopropylmethyl)-N4-phenyl-cyclohexane-1,4-diamine